FC1=C(C(=O)N2C(=CC=C2)C(=O)OC)C=CC=C1F methyl 2,3-difluorobenzoyl-1H-pyrrole-2-carboxylate